benzyl [(2R)-4-methylmorpholin-2-yl]acetate CN1C[C@H](OCC1)CC(=O)OCC1=CC=CC=C1